Cl.FC1=CC(=C(C=C1)C(C)(C)N)C 2-(4-fluoro-2-methylphenyl)propan-2-amine hydrochloride